FC1=C(C=CC(=C1F)C=1C=NNC1)C=1SC(=NN1)N1CC2(C1)CCNCC2 2-(2,3-difluoro-4-(1H-pyrazol-4-yl)phenyl)-5-(2,7-diazaspiro[3.5]nonan-2-yl)-1,3,4-thiadiazole